2-METHYLTHIOPHENE-3-BORONIC ACID CC=1SC=CC1B(O)O